ClC1=CC=C(OC(COC2=NC=C(C=C2C(=O)OCC)[C@H](C=C)C2=CC=CC=C2)(C)C)C=C1 ethyl 2-((2-(4-chlorophenoxy)-2-methylpropyl)oxy)-(R)-5-(1-phenylallyl)pyridine-3-carboxylate